FC=1C(=NC=CC1)CNC(=O)C1=NN(C=C1)S(=O)(=O)C1=CC=C(C=C1)OC N-[(3-fluoro-2-pyridyl)methyl]-1-(4-methoxyphenyl)sulfonyl-pyrazole-3-carboxamide